CN(CCCN(CCCN(CC(C)O)CC(C)O)CCCN(C)C)C 1,1'-[(3-{bis[3-(dimethylamino)propyl]-amino}propyl)imino]dipropan-2-ol